N-(adamantan-1-yl)-4-(2-methoxy-5-fluoropyridin-3-yl)-1H-pyrrole-2-carboxamide C12(CC3CC(CC(C1)C3)C2)NC(=O)C=2NC=C(C2)C=2C(=NC=C(C2)F)OC